2-[[3-(4-tert-butoxycarbonylpiperazin-1-yl)-6-chloro-4-quinolyl]amino]-5-chloro-benzoic acid C(C)(C)(C)OC(=O)N1CCN(CC1)C=1C=NC2=CC=C(C=C2C1NC1=C(C(=O)O)C=C(C=C1)Cl)Cl